NC1=NC(=CC(=C1)C[C@@H]1[C@H](N(C1=O)C(=O)N[C@H](CC)C1=C(C=CC(=C1)C)C)C(=O)N(C)C=1C=NN(C1)C)C (2S,3R)-3-((2-amino-6-methylpyridin-4-yl)methyl)-N2-(1-methyl-1H-pyrazol-4-yl)-N1-((R)-1-(2,5-dimethylphenyl)propyl)-N2-methyl-4-oxoazetidine-1,2-dicarboxamide